C1(=CC=CC=C1)C(\C=C\C1=CN(C2=CC=CC=C12)S(=O)(=O)C1=CC=C(C=C1)CCC)=O (E)-1-phenyl-3-(1-((4-propylphenyl)sulfonyl)-1H-indol-3-yl)prop-2-en-1-one